2-((1R,5S,6S)-3-(7,7-difluoro-2-((S)-2-methylazetidin-1-yl)-6,7-dihydro-5H-cyclopenta[d]pyrimidin-4-yl)-3-azabicyclo[3.1.0]hexan-6-yl)-1-(piperazin-1-yl)ethan-1-one FC1(CCC2=C1N=C(N=C2N2C[C@@H]1C([C@@H]1C2)CC(=O)N2CCNCC2)N2[C@H](CC2)C)F